(2s,5r)-5-((methylthio)methyl)piperazine-1,2,4-tricarboxylic acid 1-benzyl ester 4-(tert-butyl) 2-methyl ester COC(=O)[C@H]1N(C[C@@H](N(C1)C(=O)OC(C)(C)C)CSC)C(=O)OCC1=CC=CC=C1